Ethyl 2-((2-allyl-4-fluorophenyl)amino)-4-(trifluoromethyl)benzoate C(C=C)C1=C(C=CC(=C1)F)NC1=C(C(=O)OCC)C=CC(=C1)C(F)(F)F